[Cl-].C=C1C(C=CC=C1)Cl methylenechlorobenzene chloride